NC=1C2=C(N=CN1)N(C=C2I)[C@@H]2C[C@@H]([C@@H]1[C@H]2OC(O1)(C)C)C=1CN(CCC1)C(=O)OC(C)(C)C tert-butyl 3-[(3aR,4R,6R,6aS)-6-{4-amino-5-iodopyrrolo[2,3-d]pyrimidin-7-yl}-2,2-dimethyl-tetrahydro-3aH-cyclopenta[d][1,3]dioxol-4-yl]-5,6-dihydro-2H-pyridine-1-carboxylate